(M)-tert-butyl (S)-4-(6,7-dichloro-1-(2-isopropyl-4-methylpyridin-3-yl)-2-oxo-1,2-dihydropyrido[2,3-d]pyrimidin-4-yl)-3-methylpiperazine-1-carboxylate ClC1=CC2=C(N(C(N=C2N2[C@H](CN(CC2)C(=O)OC(C)(C)C)C)=O)C=2C(=NC=CC2C)C(C)C)N=C1Cl